C1=CC=CC=2C(NC=3N(C12)C(C=1C=CC=CC1N3)=O)=O quinazolino[3,2-a]quinazolin-5,12(6H)-dione